(R)-1-(4-((5-(1-(2,2-difluoroethyl)-4-fluoro-1H-benzo[d]imidazol-6-yl)-6-fluoro-4-methoxypyrrolo[2,1-f][1,2,4]triazin-2-yl)amino)-3,3-difluoropiperidin-1-yl)-2-hydroxyethan-1-one FC(CN1C=NC2=C1C=C(C=C2F)C=2C(=CN1N=C(N=C(C12)OC)N[C@H]1C(CN(CC1)C(CO)=O)(F)F)F)F